FC=1C=C(C=CC1C=1C=NC(=CC1)C=1N=NN(N1)CCC)N1C(O[C@H](C1)C(C1CC1)O)=O (R)-3-(3-fluoro-4-(6-(2-propyl-2H-tetrazol-5-yl)pyridin-3-yl)phenyl)-5-(1-hydroxy-1-cyclopropylmethyl)oxazolidin-2-one